CN1C(=NN=C1)S[C@@H](C)C=1C=C(C=CC1)NC(=O)N1CCC2=CC=CC=C12 (S)-N-(3-(1-((4-methyl-4H-1,2,4-triazol-3-yl)thio)ethyl)phenyl)indoline-1-carboxamide